2-[(2E)-3,7-dimethylocta-2,6-dien-1-yl]-5-(2-phenylethyl)benzene-1,3-diol C\C(=C/CC1=C(C=C(C=C1O)CCC1=CC=CC=C1)O)\CCC=C(C)C